Trans-N-[(1S)-2-[4-(3,5-dimethyl-1H-pyrazol-4-yl)anilino]-1-(4-methylcyclohexyl)-2-oxo-ethyl]-2-methyl-pyrazole-3-carboxamide CC1=NNC(=C1C1=CC=C(NC([C@H]([C@@H]2CC[C@H](CC2)C)NC(=O)C=2N(N=CC2)C)=O)C=C1)C